8-(2-chloro-4-(2-(piperazin-1-yl)ethoxy)phenyl)-9-((4-(difluoromethyl)pyridin-2-yl)methyl)-6-(1-methylcyclopropoxy)-9H-purine ClC1=C(C=CC(=C1)OCCN1CCNCC1)C=1N(C2=NC=NC(=C2N1)OC1(CC1)C)CC1=NC=CC(=C1)C(F)F